NC(C)C1=C2C=C(N(C(C2=CC(=C1)C)=O)C)C1=CC=CC2=CN(N=C12)C 5-(1-aminoethyl)-2,7-dimethyl-3-(2-methyl-2H-indazol-7-yl)isoquinolin-1(2H)-one